tert-butyl ((6-cyclopropyl-8-(3-methyl-2,4-dioxoimidazolidin-1-yl)imidazo[1,2-a]pyridin-2-yl)methyl)(methyl)carbamate C1(CC1)C=1C=C(C=2N(C1)C=C(N2)CN(C(OC(C)(C)C)=O)C)N2C(N(C(C2)=O)C)=O